1-phenyl-2-(phenylthio)-2-toluenesulfonic acid C1(=CC=CC=C1)C1(C)C(C=CC=C1)(S(=O)(=O)O)SC1=CC=CC=C1